1-(isocyanatomethyl)-1,3,3-trimethylcyclohexane N(=C=O)CC1(CC(CCC1)(C)C)C